isopropyl (S)-6-diazo-2-((S)-2-methoxy-3-(7-methoxy-1H-indol-3-yl)propanamido)-5-oxohexanoate [N+](=[N-])=CC(CC[C@@H](C(=O)OC(C)C)NC([C@H](CC1=CNC2=C(C=CC=C12)OC)OC)=O)=O